Methyl 3-((((((2-((((9H-fluoren-9-yl)methoxy)carbonyl)amino) ethoxy) (hydroxy)phosphoryl)oxy) (hydroxy)phosphoryl)oxy) methoxy)quinoline-2-carboxylate C1=CC=CC=2C3=CC=CC=C3C(C12)COC(=O)NCCOP(=O)(O)OP(=O)(O)OCOC=1C(=NC2=CC=CC=C2C1)C(=O)OC